C(C1=CC=CC=C1)(=O)OCCCCCC1=C(C(=O)O)C(=CC(=N1)Cl)C1CC1 2-(5-(benzoyloxy)pentyl)-6-chloro-4-cyclopropylnicotinic acid